C(C)(C)(C)OC(=O)NC=1C(=C(C=C2C=C(N=CC12)NC(NC1COCC1)=O)C1=C(C2=C(OCCN2C(=O)OC(C)(C)C)N=C1)C)F tert-Butyl 7-[8-(tert-butoxycarbonylamino)-7-fluoro-3-(tetrahydrofuran-3-ylcarbamoylamino)-6-isoquinolyl]-8-methyl-2,3-dihydropyrido[2,3-b][1,4]oxazine-1-carboxylate